succinic acid 1-ethyl 4-methyl ester COC(CCC(=O)OCC)=O